N-(2-(3-hydroxypropyl)-1H-pyrrolo[3,2-c]pyridin-6-yl)-1-methyl-1H-pyrazole-4-carboxamide OCCCC1=CC=2C=NC(=CC2N1)NC(=O)C=1C=NN(C1)C